(trans-4-(9-bromo-2,4-dimethyl-5-oxo-5,6,7,8-tetrahydro-[1,3]dioxolo[4,5-g]isoquinolin-2-yl)cyclohexyl)carbamic acid tert-butyl ester C(C)(C)(C)OC(N[C@@H]1CC[C@H](CC1)C1(OC=2C(=C(C=3CCNC(C3C2C)=O)Br)O1)C)=O